acrylic maleic anhydride C(\C=C/C(=O)O)(=O)OC(C=C)=O